1-(3-bromophenyl)cyclobutanecarboxylic acid methyl ester COC(=O)C1(CCC1)C1=CC(=CC=C1)Br